4-[3-(3-fluoro-4-hydroxy-phenyl)-4,4-dimethyl-5-oxo-2-thioxo-imidazolidin-1-yl]-2-(trifluoromethyl)benzonitrile FC=1C=C(C=CC1O)N1C(N(C(C1(C)C)=O)C1=CC(=C(C#N)C=C1)C(F)(F)F)=S